2,5-dioxopyrrolidin-1-yl-2-(4-isobutyl phenyl)propanoate O=C1N(C(CC1)=O)C(C(=O)[O-])(C)C1=CC=C(C=C1)CC(C)C